O(C#N)C1=CC=C(C=C1)C(C)(C)C1=CC(=CC=C1)C(C)(C)C1=CC=C(C=C1)OC#N 1,3-bis(2-(4-cyanatophenyl)propan-2-yl)benzene